C1=CC=C2C(=C1)C(=CN2)CCCC(=O)NCCOCCOCCOCCOCCOCCOCCOCCOCCC(=O)NC(CCCCNC(=O)C3=CC=C(O3)[N+](=O)[O-])C(=O)N The molecule is a furan having a nitro group at position 5 and a carboxamido group in turn bearing a long-chain multifunctional N-alkyl group at position 2. It is a C-nitro compound, a member of furans, a member of indoles, a polyether and a monocarboxylic acid amide.